1-(1-(benzylsulfonyl)-4-(difluoromethoxy)-4-(3-methoxyphenyl)piperidin-3-yl)-N,N-dimethylaminomethyl-amine C(C1=CC=CC=C1)S(=O)(=O)N1CC(C(CC1)(C1=CC(=CC=C1)OC)OC(F)F)CN(NC)NC